ICB([O-])[O-] iodomethylboronate